(2R,4S)-N2-(5-((+)-1-amino-3-cyclopropyl-1-(pyridin-2-yl)propyl)-2-fluorophenyl)-N1-(5-chloropyridin-2-yl)-4-methoxy-4-phenylpyrrolidine-1,2-dicarboxamide NC(CCC1CC1)(C1=NC=CC=C1)C=1C=CC(=C(C1)NC(=O)[C@@H]1N(C[C@](C1)(C1=CC=CC=C1)OC)C(=O)NC1=NC=C(C=C1)Cl)F